(R)-N-(4-cyclobutyl-1-methyl-3-neopentyl-1H-pyrazol-5-yl)-2-(2,2,3,3-tetrafluorocyclobutyl)acetamide C1(CCC1)C=1C(=NN(C1NC(C[C@H]1C(C(C1)(F)F)(F)F)=O)C)CC(C)(C)C